1-(1-(2-ethoxyacetyl)piperidin-4-yl)-5-(trifluoromethyl)-1H-pyrazole-4-carbonyl chloride C(C)OCC(=O)N1CCC(CC1)N1N=CC(=C1C(F)(F)F)C(=O)Cl